CC1(OB(OC1(C)C)C1=NN(C=C1)C(F)(F)F)C 3-(4,4,5,5-tetramethyl-1,3,2-dioxaborolan-2-yl)-1-(trifluoromethyl)pyrazole